FC1=CC=C(C=C1)C1(CCN(CC1)C1=CN=CC(=N1)C(=O)NCCC1=CC=CC=C1)O 6-(4-(4-fluorophenyl)-4-hydroxypiperidin-1-yl)-N-phenethylpyrazine-2-carboxamide